CC(OC(CCOCCOCCOCCOCCOCCNC1CCN(CC1)C(=O)OC(C)(C)C)=O)(C)C tert-butyl 4-((20,20-dimethyl-18-oxo-3,6,9,12,15,19-hexaoxahenicosyl)amino)piperidine-1-carboxylate